Ethyl (4-(4-(4-methoxyphenyl)piperazine-1-carbonyl)phenethyl)phosphonofluoridate COC1=CC=C(C=C1)N1CCN(CC1)C(=O)C1=CC=C(CCP(OCC)(=O)F)C=C1